2-(3-cyanophenyl)-N-((S)-(4,4-difluorocyclohexyl)(5-(((S)-2-oxo-4-(trifluoromethyl)imidazolidin-1-yl)methyl)benzo[d]oxazol-2-yl)methyl)propenamide C(#N)C=1C=C(C=CC1)C(C(=O)N[C@H](C=1OC2=C(N1)C=C(C=C2)CN2C(N[C@@H](C2)C(F)(F)F)=O)C2CCC(CC2)(F)F)=C